C[C@@]12CCC=3N=C(SC3C2=CC[C@H]2[C@H]3[C@](CC[C@H]12)([C@H](CC3)O)C)NN3CCCCC3 (5aR,5bS,7aS,8S,10aS,10bR)-5a,7a-dimethyl-2-((piperidin-1-yl)amino)-5,5a,5b,6,7,7a,8,9,10,10a,10b,11-dodecahydro-4H-cyclopenta[7,8]phenanthro[2,1-d]thiazol-8-ol